CN1N=C(C=C1)C1=NN=C(O1)C(=O)N1[C@@H](C2=C(CC1)NC=N2)C2=NN1C(C=CC=C1C)=C2 (S)-(5-(1-methyl-1H-pyrazol-3-yl)-1,3,4-oxadiazol-2-yl)(4-(7-methylpyrazolo[1,5-a]pyridin-2-yl)-6,7-dihydro-1H-imidazo[4,5-c]pyridin-5(4H)-yl)methanone